FC=1C=C(C=CC1C=1C=NC(=CC1)C=1N=NN(N1)C)N1C(O[C@@H](C1)C(C(F)F)O)=O (S)-3-(3-fluoro-4-(6-(2-methyl-2H-tetrazol-5-yl)pyridin-3-yl)phenyl)-5-(1-hydroxy-2,2-difluoroethyl)oxazolidin-2-one